CN(S(=O)(=O)C(C(F)(F)F)(F)F)C N,N-dimethylpentafluoroethanesulfonamide